C(C)(C)(C)NC(=O)N1CC=2N(CC1)C=C(C2C(=O)N)C2=CC=CC=C2 N2-tert-butyl-7-phenyl-3,4-dihydropyrrolo[1,2-a]pyrazine-2,8(1H)-dicarboxamide